C(C)(C)(C)OC(=O)NCC1=C(C(=O)O)C=CC=C1 2-(((tert-butoxycarbonyl)amino)methyl)benzoic acid